C(CCC)OC1=C(C=C(C(=O)NC2CCN(CC2)C(C)C)C=C1OC)OC 4-butoxy-N-(1-isopropylpiperidin-4-yl)-3,5-dimethoxybenzamide